5-((5R)-5-((3-fluoro-4-(trimethylsilyl)phenyl)carbamoyl)-2-methoxy-7,8-dihydro-1,6-naphthyridin-6(5H)-yl)-5-oxopentanoic acid FC=1C=C(C=CC1[Si](C)(C)C)NC(=O)[C@H]1C=2C=CC(=NC2CCN1C(CCCC(=O)O)=O)OC